benzo[2,1-b:3,4-c']difuran O1C2=C(C=C1)C=CC=1C2=COC1